C(CCCCCCCCCCCCCCC)(=O)O.OCC(O)CO.OCC(O)CO.OCC(O)CO.OCC(O)CO.OCC(O)CO pentaglycerol palmitate